trans-3,5-difluorocinnamic acid FC=1C=C(/C=C/C(=O)O)C=C(C1)F